(R)-3-(6-amino-2-methylpyridin-3-yl)-6-(1-amino-3,3-difluoro-8-azaspiro[4.5]decan-8-yl)-5-methyl-2,5-dihydro-4H-pyrazolo[3,4-d]pyrimidin-4-one NC1=CC=C(C(=N1)C)C=1NN=C2N=C(N(C(C21)=O)C)N2CCC1(CC(C[C@H]1N)(F)F)CC2